C(C)(C)(C)OC(=O)N[C@@H]1CC[C@H](CC1)N(C(OC1=CC=C(C=C1)[N+](=O)[O-])=O)C1=NC=C(N=C1)C=1C=NN(C1)C 4-nitrophenyl (trans-4-((tert-butoxycarbonyl)amino)-cyclohexyl)(5-(1-methyl-1H-pyrazol-4-yl)pyrazin-2-yl)carbamate